(2R)-2-amino-N-benzyl-N-(trimethylsilylmethyl)-propionamide N[C@@H](C(=O)N(C[Si](C)(C)C)CC1=CC=CC=C1)C